N,N-bis(4-tert-pentylcyclohexyl)-5-(4-tert-butylcyclohexylcarbonylamino)-isophthalamide C(C)(C)(CC)C1CCC(CC1)N(C(C1=CC(C(=O)N)=CC(=C1)NC(=O)C1CCC(CC1)C(C)(C)C)=O)C1CCC(CC1)C(C)(C)CC